N-[(2-chlorophenyl)methyl]-L-phenylalanine ClC1=C(C=CC=C1)CN[C@@H](CC1=CC=CC=C1)C(=O)O